2-(3-Isopropyl-2-(8-methyl-[1,2,4]triazolo[1,5-a]pyridin-6-yl)-1H-indol-5-yl)-4-(2-methoxyethyl)morpholin C(C)(C)C1=C(NC2=CC=C(C=C12)C1CN(CCO1)CCOC)C=1C=C(C=2N(C1)N=CN2)C